N-(4-(3-fluoropyridin-2-yl)phenyl)-3-(6-(trifluoromethyl)-1H-benzo[d]imidazol-2-yl)aniline FC=1C(=NC=CC1)C1=CC=C(C=C1)NC1=CC(=CC=C1)C1=NC2=C(N1)C=C(C=C2)C(F)(F)F